(4bS,5R,6R,7S,7aR)-7a-(4-bromophenyl)-4b,5-dihydroxy-4-methoxy-N-(2-methoxyethyl)-N-methyl-7-phenyl-4b,6,7,7a-tetrahydro-5H-cyclopenta[4,5]furo[2,3-c]pyridine-6-carboxamide BrC1=CC=C(C=C1)[C@]12[C@](C3=C(C=NC=C3OC)O1)([C@@H]([C@@H]([C@H]2C2=CC=CC=C2)C(=O)N(C)CCOC)O)O